[Br-].C(CCCCCCC)[N+](C)(C)CCCCCCCC bisoctyl-dimethyl-ammonium bromide